C(C1=CC=CC=C1)NC1=NC=2N(C=C1)N=C(C2/C=C/C(=O)O)C=2OC=CC2 (E)-3-[5-(benzylamino)-2-(2-furyl)pyrazolo[1,5-a]pyrimidin-3-yl]prop-2-enoic acid